C[SiH](C)[Zr](C1C(=CC2=C(C=CC=C12)C1=CC=CC=C1)C)C1C(=CC2=C(C=CC=C12)C1=CC=CC=C1)C rac-dimethylsilylbis(2-methyl-4-phenylindenyl)zirconium